3-(hydroxymethyl)-2-azaspiro[4.4]nonane-2-carboxylic acid tert-butyl ester C(C)(C)(C)OC(=O)N1CC2(CC1CO)CCCC2